1-amino-3-(aminomethyl)-3,5,5-trimethylcyclohexane-1-ol NC1(CC(CC(C1)(C)C)(C)CN)O